NCC=1C=C(C=CC1)B(O)O (3-(aminomethyl)Phenyl)Boronic Acid